S1C=NC=2NC(C=CC21)=O Thiazolo[4,5-b]pyridin-5(4H)-one